C(CCC)C1(CS(C2=C(N(C1)C1=CC=CC=C1)C=C(C(=C2)O/C=C/C(=O)O)I)(=O)=O)CC (E)-3-((3-butyl-3-ethyl-7-iodo-1,1-dioxido-5-phenyl-2,3,4,5-tetrahydro-1,5-benzothiazepin-8-yl)oxy)acrylic acid